4-fluoro-2'-hydroxy-4'-methoxy-5'-diethylaminomethyl-chalcone FC1=CC=C(C=C1)\C=C\C(=O)C1=C(C=C(C(=C1)CN(CC)CC)OC)O